(Z)-2-((Hydroxyimino)(phenyl)methyl)-4-methyl-6-((1-((2-(trimethylsilyl)ethoxy)methyl)-1H-indazol-4-yl)methyl)-4H-thiazolo[5',4':4,5]pyrrolo[2,3-d]pyridazin-5(6H)-one O\N=C(/C=1SC2=C(N(C=3C(N(N=CC32)CC3=C2C=NN(C2=CC=C3)COCC[Si](C)(C)C)=O)C)N1)\C1=CC=CC=C1